tri(m-sulfophenyl)phosphine S(=O)(=O)(O)C=1C=C(C=CC1)P(C1=CC(=CC=C1)S(=O)(=O)O)C1=CC(=CC=C1)S(=O)(=O)O